methyl 5-methoxy-1-methyl-2-(methylamino)-6-oxo-1,6-dihydropyrimidine-4-carboxylate COC1=C(N=C(N(C1=O)C)NC)C(=O)OC